FC=1C(=NC=NC1N1CC2(COC2)C1)[C@@H](C)OC1=CC=C(C=C1)C(C)(C)C1=CC=C(OC2CC(C2)NC(OC(C)(C)C)=O)C=C1 tert-butyl ((1r,3r)-3-(4-(2-(4-(1-(5-fluoro-6-(2-oxa-6-azaspiro[3.3]heptan-6-yl)pyrimidin-4-yl)ethoxy)phenyl)propan-2-yl)phenoxy)cyclobutyl)carbamate